FC(S(=O)(=O)OC=1C=C2CCCC2=CC1[Si](C)(C)C)(F)F 6-(trimethylsilyl)-2,3-dihydro-1H-inden-5-yl trifluoromethanesulfonate